1-((2R,4S,5R)-4-((tert-butyldimethylsilyl)oxy)-5-(chloromethyl)-5-(hydroxymethyl)tetrahydrofuran-2-yl)pyrimidine-2,4(1H,3H)-dione [Si](C)(C)(C(C)(C)C)O[C@H]1C[C@@H](O[C@@]1(CO)CCl)N1C(NC(C=C1)=O)=O